5-fluoro-uracil FC=1C(NC(NC1)=O)=O